FC=1C=C(C=CC1F)C1=C(C=CC=C1)NC(=O)C1=NC=CN=C1C(F)(F)F N-[2-(3,4-difluorophenyl)phenyl]-3-(trifluoromethyl)pyrazin-2-amide